FC1=C(C=CC=C1F)NC=1C(=C(N2C1C(NCC2(C)C)=O)COC)C=2C1=C(N=CN2)C=CS1 (S)-8-((2,3-difluorophenyl)amino)-6-(methoxymethyl)-4,4-dimethyl-7-(thieno[3,2-d]pyrimidin-4-yl)-3,4-dihydropyrrolo[1,2-a]pyrazin-1(2H)-one